BrC1=C(SC=C1)C=1SC(=CC1)C 3-bromo-5'-methyl-2,2'-bithiophene